5-Methyl-4-(2-naphthyl)-2-(2-thienyl)imidazole CC1=C(N=C(N1)C=1SC=CC1)C1=CC2=CC=CC=C2C=C1